FC(OC1=C(C=C(C(=N1)OC)NS(=O)(=O)C1=CNC2=CC(=CC=C12)C)F)F N-[6-(Difluoromethoxy)-5-fluoro-2-methoxypyridin-3-yl]-6-methyl-1H-indol-3-sulfonamid